BrC1=CC=C(COC2=CC3=C(C(=CC(O3)=O)C(F)(F)F)C=C2N(CC(F)(F)F)CC(F)(F)F)C=C1 7-((4-bromobenzyl)oxy)-6-(bis(2,2,2-trifluoroethyl)amino)-4-trifluoromethyl-2H-1-benzopyran-2-one